1,2-cyclopropanedimethanol C1(C(C1)CO)CO